2-(2-chlorophenyl)-6,8-diphenylimidazo[1,2-a]pyridine ClC1=C(C=CC=C1)C=1N=C2N(C=C(C=C2C2=CC=CC=C2)C2=CC=CC=C2)C1